N[C@@H]1[C@@H](OCC12CCN(CC2)C=2N=CC(=NC2)SC=2C(=C(C=CC2)NC(=O)NS(=O)(=O)C2CCCCC2)Cl)C N-((3-((5-((3S,4S)-4-amino-3-methyl-2-oxa-8-aza-spiro[4.5]decan-8-yl)pyrazin-2-yl)thio)-2-chloro-phenyl)carbamoyl)cyclohexanesulfonamide